N1=C(C=CC2=NC=CC=C12)C=1C=CN2N=C(N=CC21)N[C@@H]2CC[C@H](CC2)NC trans-N1-(5-(1,5-naphthyridin-2-yl)pyrrolo[2,1-f][1,2,4]triazin-2-yl)-N4-methylcyclohexane-1,4-diamine